P(=O)(OC([C@@H]1[C@H](C[C@@H](O1)N1C(=O)NC(=O)C(C)=C1)O)O)([O-])[O-] thymidine-5'-yl phosphate